ClC1=CC=NC2=CC=C(C=C12)C1=C(C=C(C=C1)C(=O)N1CCCC1)F (4-(4-chloroquinolin-6-yl)-3-fluorophenyl)(pyrrolidin-1-yl)methanone